tert-butyl {(1R,3S)-3-[(1S)-1-aminoethyl]cyclohexyl}carbamate N[C@@H](C)[C@@H]1C[C@@H](CCC1)NC(OC(C)(C)C)=O